N-(4-((3,5-dimethyl-4-oxo-3,4-dihydroquinazolin-6-yl)oxy)-3,5-difluoropyridin-2-yl)-N-((2-(trimethylsilyl)ethoxy)methyl)propane-1-sulfonamide CN1C=NC2=CC=C(C(=C2C1=O)C)OC1=C(C(=NC=C1F)N(S(=O)(=O)CCC)COCC[Si](C)(C)C)F